N1N=CC(=C1)C=1C=C2C(=NNC2=CC1)C(=O)NC1=CC=NC=C1 5-(1H-Pyrazol-4-yl)-N-(pyridin-4-yl)-1H-indazole-3-carboxamide